O[C@H]1CN(CC1)C([C@H](CC1=CC=C(C=C1)OC)NC([C@H]([C@@H](C)OC)NC(OCC1C2=CC=CC=C2C=2C=CC=CC12)=O)=O)=O (9H-fluoren-9-yl)methyl ((2S,3R)-1-(((S)-1-((R)-3-hydroxypyrrolidin-1-yl)-3-(4-methoxyphenyl)-1-oxopropan-2-yl)amino)-3-methoxy-1-oxobutan-2-yl)carbamate